N1=NN=CC=C1 Anti-triazine